[Br-].C1(=CC=CC=C1)C(CC1CC2CCC(C1)[N+]2(C)C)(CNOC(=O)C2=CC=CC=C2)C2=CC=CC=C2 (endo)-3-{2,2-diphenyl-3-[(1-phenyl-formyloxy)-amino]-propyl}-8,8-dimethyl-8-azoniabicyclo[3.2.1]octane bromide